2-((2-acetamidoethyl)amino)-6-methylpyrimidine-4-carboxylic acid C(C)(=O)NCCNC1=NC(=CC(=N1)C(=O)O)C